COC1=NC(=CN=C1C(C)C)C 2-methoxy-3-isopropyl-6-methylpyrazine